CNC(=O)N1CCC2(CCNC2)CC1 N-methyl-2,8-diazaspiro[4.5]decane-8-carboxamide